CON(C(CC[C@@H](C)[C@H]1CC[C@H]2[C@@H]3C([C@H]([C@@H]4C[C@@H](CC[C@]4(C)[C@H]3CC[C@]12C)O)CC)=O)=O)C N-methoxy-N-methyl-3alpha-hydroxy-6beta-ethyl-7-keto-5beta-cholan-24-amid